C(C(=C)C)(=O)OCOC1CCCCC1 (cyclohexyloxy)methyl methacrylate